C(C)(C)(C)OC(COC=1C(=CC=C2C(=CC(=NC12)C1=CC=CC=C1)N1C=NC=C1)Br)=O 2-((7-bromo-4-(1H-imidazol-1-yl)-2-phenylquinolin-8-yl)oxy)acetic acid tert-butyl ester